IC1=C(N=CS1)NC(OC(C)(C)C)=O tert-Butyl (5-iodothiazol-4-yl)carbamate